(-)-1-(3-cyanophenyl)-3-[(3S*,4R*)-4-(2,6-difluoro-4-methoxyphenyl)-2-oxopyrrolidin-3-yl]urea C(#N)C=1C=C(C=CC1)NC(=O)N[C@@H]1C(NC[C@H]1C1=C(C=C(C=C1F)OC)F)=O |o1:12,16|